Dichlorogermane Cl[GeH2]Cl